2-(2-Chlorophenyl)-N-[4-(3,5-dichloro-2-oxopyridin-1(2H)-yl)-3-sulfamoylphenyl]-acetamide ClC1=C(C=CC=C1)CC(=O)NC1=CC(=C(C=C1)N1C(C(=CC(=C1)Cl)Cl)=O)S(N)(=O)=O